Ethyl-7-((2-(4-(N-(2-(dinonylamino)ethyl)-N-nonylglycyl)piperazin-1-yl)-2-oxoethyl)(nonyl)amino)heptanoate C(C)OC(CCCCCCN(CCCCCCCCC)CC(=O)N1CCN(CC1)C(CN(CCCCCCCCC)CCN(CCCCCCCCC)CCCCCCCCC)=O)=O